8-tricyclo[5.2.1.02,6]decanyl 2-methylprop-2-enoate CC(C(=O)OC1C2C3CCCC3C(C1)C2)=C